thiocarbamic acid C(N)(O)=S